C1(=CCCC1)C1=C(C=C(C=C1)[C@H](C)NC1=NC=CC2=C1CN(C2=O)CC)F 4-[[(1S)-1-[4-(cyclopenten-1-yl)-3-fluoro-phenyl]ethyl]amino]-2-ethyl-3H-pyrrolo[3,4-C]pyridin-1-one